8-(4-aza-1-azoniabicyclo[2.2.2]oct-1-yl)-5-(4-fluorophenyl)-1-tetrahydropyran-2-yl-6-tetrahydropyran-4-yl-pyrazolo[4,3-g]isoquinoline [N+]12(CCN(CC1)CC2)C2=NC(=C(C1=CC3=C(C=C21)N(N=C3)C3OCCCC3)C3=CC=C(C=C3)F)C3CCOCC3